NC1=CC=C(C=2C(CCCC12)=O)NC(C(F)(F)F)=O N-(4-amino-8-oxo-5,6,7,8-tetrahydronaphthalen-1-yl)-2,2,2-trifluoroacetamide